C(C)(C)N(P(OCCC#N)O[C@@H]1[C@H](C[C@H](C1)N1C(NC(C=C1)=O)=O)OCP(=O)(OCC)OCC)C(C)C 2-cyanoethyl ((1S,2S,4R)-2-((diethoxyphosphoryl)methoxy)-4-(2,4-dioxo-3,4-dihydropyrimidin-1(2H)-yl)cyclopentyl) diisopropylphosphoramidite